C(C)SC(C(=O)N1C(CCCC1)C=1NC(=CN1)C1=CC=C(C=C1)C)C 2-(ethylsulfanyl)-1-(2-(5-(p-tolyl)-1H-imidazol-2-yl)piperidin-1-yl)propan-1-one